tetradec-1,3,5-triene C=CC=CC=CCCCCCCCC